CN(CCC(O)C1=CC=CC=C1)C 3-(dimethylamino)-1-phenylpropanol